ClC1=NC(=NC(=C1C#N)OCC1(CC1)C#N)SC 4-chloro-6-[(1-cyanocyclopropyl)methoxy]-2-methylsulfanyl-pyrimidine-5-carbonitrile